2-(1-(3-(5-fluoroisoquinolin-4-yl)-2,4-dioxo-6-(trifluoromethyl)-3,4-dihydroquinazolin-1(2H)-yl)cyclopropyl)acetonitrile FC1=C2C(=CN=CC2=CC=C1)N1C(N(C2=CC=C(C=C2C1=O)C(F)(F)F)C1(CC1)CC#N)=O